C1(=CC=CC=C1)C1=CC(=NC(=C1)C(=O)O)C(=O)O 4-phenyl-2,6-pyridinedicarboxylic acid